(1S,3R)-3-(3-{[(2-methyl-1,3-thiazol-5-yl)acetyl]-amino}-1H-pyrazol-5-yl)-cyclopentyl tetrahydro-2H-pyran-4-ylcarbamate O1CCC(CC1)NC(O[C@@H]1C[C@@H](CC1)C1=CC(=NN1)NC(CC1=CN=C(S1)C)=O)=O